(8S,11R,13S,14S,17R)-17-acetyl-13-methyl-11-(4-(methyl(6-oxohexyl) amino)phenyl)-3-oxo-2,3,6,7,8,11,12,13,14,15,16,17-dodecahydro-1H-cyclopenta[a]phenanthren-17-yl acetate C(C)(=O)O[C@@]1(CC[C@H]2[C@@H]3CCC4=CC(CCC4=C3[C@H](C[C@]12C)C1=CC=C(C=C1)N(CCCCCC=O)C)=O)C(C)=O